NC(C(=O)O)CC1=C(C(=CC=C1)OC)OC 2-amino-3-(2,3-dimethoxyphenyl)propionic acid